6-bromo-N-(4-(octyloxy)phenyl)hexanamide BrCCCCCC(=O)NC1=CC=C(C=C1)OCCCCCCCC